benzyl[(5S)-5-[(tert-butoxycarbonyl)amino]-6-oxo-6-{[2-(2-thienyl)ethyl] (2-thienylmethyl)amino}hexyl]carbamate C(C1=CC=CC=C1)OC(NCCCC[C@@H](C(N(CC=1SC=CC1)CCC=1SC=CC1)=O)NC(=O)OC(C)(C)C)=O